N1(C=CC2=CC=CC=C12)C[C@@H](C)NCC(C)(C)F (R)-N-(1-(1H-indol-1-yl)propan-2-yl)-2-fluoro-2-methylpropan-1-amine